BrC1=NC=CC(=C1)CN1C[C@H]2N([C@@H](CN(C2)C2=C3C=CC=NC3=C(C=C2)C#N)C)CC1 5-[cis-8-[(2-bromo-4-pyridyl)methyl]-4-methyl-3,4,6,7,9,9a-hexahydro-1H-pyrazino[1,2-a]pyrazin-2-yl]quinoline-8-carbonitrile